FC1(CCC(CC1)NCC=1C=CC2=C(N=CS2)C1F)F 4,4-difluoro-N-((4-fluorobenzo[d]thiazol-5-yl)methyl)cyclohexan-1-amine